(5-(5-(trifluoromethyl)pyridin-2-yl)hexahydropyrrolo[3,4-c]pyrrol-2(1H)-yl)methanone FC(C=1C=CC(=NC1)N1CC2C(C1)CN(C2)C=O)(F)F